C[C@@H]1CN(C[C@@H](O1)C)C1=C(C(=NC(=N1)C)NC1=NNC2=CC(=CC=C12)[C@@H]1C[C@@]12C(NC1=CC=C(C=C21)OC)=O)OC (1R,2S)-2-[3-({6-[(2R,6S)-2,6-dimethylmorpholin-4-yl]-5-methoxy-2-methylpyrimidin-4-yl}amino)-1H-indazol-6-yl]-5'-methoxy-1'H-spiro[cyclopropan-1,3'-indol]-2'-one